4-[4-(3,5-dioxohexyl)phenylcarbamoyl]butanoic acid O=C(CCC1=CC=C(C=C1)NC(=O)CCCC(=O)O)CC(C)=O